2',3-dihydroxychalcone OC1=C(C(/C=C/C2=CC(=CC=C2)O)=O)C=CC=C1